6-(4-Butylphenoxy)pyridin-3-amine C(CCC)C1=CC=C(OC2=CC=C(C=N2)N)C=C1